C(C)(C)C1=C(C=CC=C1)[C@H]1N(CCN(C1)CC1=CC=C(C=C1)C1COCC1)C1CC2(CN(C2)C2=CC=C(C(=O)N)C=C2)C1 4-(6-((2R)-2-(2-isopropylphenyl)-4-(4-(tetrahydrofuran-3-yl)benzyl)piperazin-1-yl)-2-azaspiro[3.3]heptan-2-yl)benzamide